CC1=C(C=NC(=C1)C1=NOC(=C1)CN1C[C@@H](N[C@@H](C1)C=1C(=C2COC(C2=CC1)=O)C)C)C#N 4-methyl-6-(5-(((3s,5r)-3-methyl-5-(4-methyl-1-oxo-1,3-dihydroisobenzofuran-5-yl)piperazin-1-yl)methyl)isoxazol-3-yl)pyridine-3-carbonitrile